1-(6-(4-(fluoromethyl)cyclohexyl)-4-((2R,3S)-2-methyl-3-((methylsulfonyl)methyl)azetidin-1-yl)pyridin-2-yl)-6-(4-methoxypyridin-3-yl)-4-methyl-1H-pyrazolo[4,3-c]pyridine FCC1CCC(CC1)C1=CC(=CC(=N1)N1N=CC=2C(=NC(=CC21)C=2C=NC=CC2OC)C)N2[C@@H]([C@H](C2)CS(=O)(=O)C)C